(1-cyclohexyloxy-2,2,6,6-tetramethylpiperidin-4-yl)-6-chlorotriazine C1(CCCCC1)ON1C(CC(CC1(C)C)C1=NN=NC(=C1)Cl)(C)C